C[O-].C[O-].C[O-].C1(C=CC=C1)[Ti+3] cyclopentadienyltitanium trimethoxide